(E)-1-(4-((3-Chlorobenzyl)oxy)-3-methoxyphenyl)-N-(2-(thiophen-2-yl)ethyl)methanimine ClC=1C=C(COC2=C(C=C(C=C2)\C=N\CCC=2SC=CC2)OC)C=CC1